C(C)(=O)NS(=O)(=O)C1=CC=C(C=C1)NC(=O)C1=NC(=CN=C1N)C1=C(C=CC(=C1)F)C#N N-(4-(N-acetylsulfamoyl)phenyl)-3-amino-6-(2-cyano-5-fluorophenyl)pyrazine-2-carboxamide